ClC1=C(C=CC=C1)N1C(N=C(C2=CC=C(C=C12)C1CC1)N1CC(CC1)(C)O)=O 1-(2-chlorophenyl)-7-cyclopropyl-4-(3-hydroxy-3-methylpyrrolidin-1-yl)quinazolin-2(1H)-one